CN1C(=NC(=C1)C(F)(F)F)C=1C=CC(=NC1)CO (5-(1-methyl-4-(trifluoromethyl)-1H-imidazol-2-yl)pyridin-2-yl)methanol